COC([C@H](CC1=CNC2=CC=CC=C12)N)=O.C(C1=CC=C(N)C=C1)C1=CC=C(N)C=C1 4,4'-methylenedianiline methyl-(2S)-2-amino-3-(1H-indol-3-yl)propanoate